CC1=CC=C(C2=CC=CC=C12)C=O 4-Methyl-1-naphthaldehyde